lead-aluminum [Al].[Pb]